C(C)OC(CCCCCCCC1C(C1)CCCCCCCCCCC(CCCCCCC)N(C)C)=O ethyl-8-{2-[11-(dimethylamino)octadecyl]cyclopropyl}octanoate